ClC1=C(C(=O)NC=2C=C3C=C(N(C3=CC2)CC(F)F)C(=O)OCC)C=C(C=C1)CNC(C(C)C)=O ethyl 5-(2-chloro-5-(isobutyrylaminomethyl) benzoylamino)-1-(2,2-difluoroethyl)-1H-indole-2-carboxylate